CN1C(N(C2=C1C=CC(=C2)N2C1=C(OCC2)N=C(N=C1)C=1C=C(C(=NC1)C(=O)[O-])C)C)=O.[Li+] lithium 5-(5-(1,3-dimethyl-2-oxo-2,3-dihydro-1H-benzo[d]imidazol-5-yl)-6,7-dihydro-5H-pyrimido[4,5-b][1,4]oxazin-2-yl)-3-methylpicolinate